C1N(CC12CNCCC2)C(=O)C=2C=C1C(=NNC1=CC2)C#CC2=C(C=CC=C2)C=2C(=CC=CC2)C(=O)N(C)C 2'-((5-(2,6-Diazaspiro[3.5]nonane-2-carbonyl)-1H-indazol-3-yl)ethynyl)-N,N-dimethyl-[1,1'-biphenyl]-2-carboxamide